6'-chloro-2'-oxo-r-(1-propyl-1H-pyrazol-4-yl)-1,1',2',3-tetra-hydrospiro[indene-2,3'-pyrrolo[3,2-b]pyridine]-5-carboxylic acid ClC=1C=C2C(=NC1)[C@@]1(C(N2C=2C=NN(C2)CCC)=O)CC2=CC=C(C=C2C1)C(=O)O